IC1=C(C=CC(=C1)OC(F)(F)F)C1=CC=C(C=C1)OC(F)(F)F 2-iodo-4,4'-bis(trifluoromethoxy)-1,1'-biphenyl